BrC1=CC(=C(CN2C(OCC=3C=NC=4C=C(C(=CC4C32)F)OC)=O)C(=C1)F)F 1-(4-Bromo-2,6-difluorobenzyl)-9-fluoro-8-methoxy-1,4-dihydro-2H-[1,3]oxazino[5,4-c]quinolin-2-one